C1(CC1)N1C(N(C2(CC2)C1=O)CC=1SC(=NN1)C1=C(C(=C(C=C1)F)O)F)=O 6-cyclopropyl-4-[[5-(2,4-difluoro-3-hydroxy-phenyl)-1,3,4-thiadiazol-2-yl]methyl]-4,6-diazaspiro[2.4]heptane-5,7-dione